(1H-benzimidazol-5-ylamino)[4-(5-cyclopropylthiophen-3-yl)phenyl]acetonitrile N1C=NC2=C1C=CC(=C2)NC(C#N)C2=CC=C(C=C2)C2=CSC(=C2)C2CC2